5-cyano-N-[2,4-difluoro-3-[8-fluoro-3-(1-[[2-(trimethylsilyl)ethoxy]methyl]imidazol-2-yl)imidazo[1,5-a]pyridin-7-yl]phenyl]-2-methoxypyridine-3-sulfonamide C(#N)C=1C=C(C(=NC1)OC)S(=O)(=O)NC1=C(C(=C(C=C1)F)C1=C(C=2N(C=C1)C(=NC2)C=2N(C=CN2)COCC[Si](C)(C)C)F)F